C([C@H]([C@H]([C@H](C(=O)CO)O)O)O)O erythrohexulose